C=CN=C 3-aza-1,3-butadiene